8-bromo-octanoic acid methyl ester COC(CCCCCCCBr)=O